BrC1=CN=C2N1C=CN=C2NC2=CC=C(C=C2)NC(C)=O N-[4-(3-bromo-imidazo[1,2-a]pyrazin-8-ylamino)-phenyl]-acetamide